Morpholin N1CCOCC1